FC(C1=CC=C(CN2C=3N(C4=C(C2=O)CN(CC4)CC4=CC(=CC(=C4)F)F)CCCN3)C=C1)(F)F 6-(4-Trifluoromethylbenzyl)-3-(3,5-difluorobenzyl)-1,2,3,4,6,8,9,10-octahydro-5H-pyrido[3,4-e]pyrimido[1,2-a]pyrimidin-5-one